4-thiophenol sodium salt [Na].S1C=CC(=C1)O